N-(tert-butyl)-3-((2-((4-(4-((2-(2,6-dioxopiperidin-3-yl)-7-fluoro-1,3-dioxoisoindolin-5-yl)methyl)piperazin-1-yl)phenyl)amino)-5-methylpyrimidin-4-yl)amino)benzenesulfonamide C(C)(C)(C)NS(=O)(=O)C1=CC(=CC=C1)NC1=NC(=NC=C1C)NC1=CC=C(C=C1)N1CCN(CC1)CC=1C=C2C(N(C(C2=C(C1)F)=O)C1C(NC(CC1)=O)=O)=O